C(=O)O.C(CCC)C1=C(N=C(S1)C(=O)NCCNC1=NC=CC2=CC=C(C=C12)C1=NOC(=N1)C)C 5-butyl-4-methyl-N-(2-((7-(5-methyl-1,2,4-oxadiazol-3-yl)isoquinolin-1-yl)amino)ethyl)thiazole-2-carboxamide formate